N(=[N+]=[N-])CC=1N=NN2N=CC=CC21 3-(azidomethyl)[1,2,3]triazolo[1,5-b]pyridazine